B(O)OBO.N1CCNCC1 piperazine diboronate